ClC1=NC(=NC2=CC3=C(C=C12)N(CC3)C=3C=CC(N(C3)C)=O)C 5-(4-chloro-2-methyl-7,8-dihydro-6H-pyrrolo[2,3-g]quinazolin-6-yl)-1-methylpyridin-2(1H)-one